(1R,2R)-N-(2-amino-1,2-diphenylethyl)p-toluenesulfonamide N[C@@H]([C@@H](C1=CC=CC=C1)NS(=O)(=O)C1=CC=C(C)C=C1)C1=CC=CC=C1